C[C@H]1N(C[C@@H](N(C1)C=1C=NC(=CC1)[N+](=O)[O-])C)C(=O)OC(C)(C)C (2R,5S)-tert-Butyl 2,5-Di-methyl-4-(6-nitropyridin-3-yl)piperazine-1-carboxylate